1-(2,2-dibromovinyl)-4-methoxybenzene BrC(=CC1=CC=C(C=C1)OC)Br